Cl[C@@]1(OC2=C(C1)C(=CC=C2)C2=C(C=CC=C2F)NCCN)C2=CC=CC=C2 N1-(2-((2R,4R)-2-chloro-2-phenyl-2,3-dihydrobenzofuran-4-yl)-3-fluorophenyl)ethane-1,2-diamine